4-amino-6-chloropyrimidine-5-carbaldehyde NC1=NC=NC(=C1C=O)Cl